tertbutyldimethylsilyl (TBDMS) ether [Si](C)(C)(C(C)(C)C)O[Si](C)(C)C(C)(C)C